ClC=1C=C(C=CC1N1N=CC=N1)NC(=O)C=1C=NN(C1C(F)(F)F)C=1C=CC=C2C=CN=CC12 N-(3-Chloro-4-(2H-1,2,3-triazol-2-yl)phenyl)-1-(isochinolin-8-yl)-5-(trifluoromethyl)-1H-pyrazol-4-carboxamid